(S)-2-(2-fluoro-4-(pyrrolidin-2-yl)phenyl)-1H-benzimidazole-4-carboxamide FC1=C(C=CC(=C1)[C@H]1NCCC1)C1=NC2=C(N1)C=CC=C2C(=O)N